ClC=1C=C(C=CC1)CC(CC(=O)N[C@H](C(=O)N[C@@H](C[C@H]1C(NCC1)=O)C(C(=O)NCC)O)CCCC)(C1=CC=CC=C1)O (2S)-2-(4-(3-chlorophenyl)-3-hydroxy-3-phenylbutanamido)-N-((2S)-4-(ethylamino)-3-hydroxy-4-oxo-1-((S)-2-oxopyrrolidin-3-yl)butan-2-yl)hexanamide